(N,N-diethylamino)acetanilide C(C)N(CC)CC(=O)NC1=CC=CC=C1